ClC=1C(=NC(=NC1)N[C@@H]1C[C@H]2CO[C@@H]([C@H]1O)O2)C=2C=C(C1=C(N(C(=N1)C(C)(C)O)C1CC(C1)F)C2)F (1S,3R,4S,5R)-3-((5-chloro-4-(4-fluoro-1-((1s,3S)-3-fluorocyclobutyl)-2-(2-hydroxypropan-2-yl)-1H-benzo[d]imidazol-6-yl)pyrimidin-2-yl)amino)-6,8-dioxabicyclo[3.2.1]octan-4-ol